4-(5-(Furan-2-yl)-7H-pyrrolo[2,3-d]pyrimidin-4-yl)morpholine O1C(=CC=C1)C1=CNC=2N=CN=C(C21)N2CCOCC2